C(CCCCCCCCC)(=O)OCCCCCCCCCCCCCCCCCCCC eicosyl n-decanoate